2-(4-hydroxy-3-methoxyphenyl)-8-oxo-9-(tetrahydrofuran-2-ylmethyl)-8,9-dihydro-7H-purine-6-carboxamide OC1=C(C=C(C=C1)C1=NC(=C2NC(N(C2=N1)CC1OCCC1)=O)C(=O)N)OC